2-((4-((4-fluorobenzyl)oxy)phenoxy)methyl)Oxirane FC1=CC=C(COC2=CC=C(OCC3OC3)C=C2)C=C1